2-(2-(4-((6-(4-cyclopropyl-6-methoxypyrimidin-5-yl)-1H-pyrazolo[3,4-d]pyrimidin-1-yl)methyl)phenyl)-4-(trifluoromethyl)-1H-imidazol-1-yl)-N,N-dimethylacetamide C1(CC1)C1=NC=NC(=C1C1=NC=C2C(=N1)N(N=C2)CC2=CC=C(C=C2)C=2N(C=C(N2)C(F)(F)F)CC(=O)N(C)C)OC